methyl 5-(3-nitrophenyl)-1,3,4-oxadiazole-2-carboxylate [N+](=O)([O-])C=1C=C(C=CC1)C1=NN=C(O1)C(=O)OC